ClC1=CC(=C(N=N1)C#CC1(CCN(CC1)C(=O)OC(C)(C)C)O)NC tert-butyl 4-([6-chloro-4-(methylamino)pyridazin-3-yl]ethynyl)-4-hydroxypiperidine-1-carboxylate